N-(5-((5-(1-((tert-butyldimethylsilyl)oxy)cyclopropyl)pyridin-2-yl)methoxy)-1,3,4-thiadiazol-2-yl)-4-(2-fluoro-6-methoxyphenyl)-6-methylnicotinamide [Si](C)(C)(C(C)(C)C)OC1(CC1)C=1C=CC(=NC1)COC1=NN=C(S1)NC(C1=CN=C(C=C1C1=C(C=CC=C1OC)F)C)=O